CC1=CC=C(C=C1)S(=O)(=O)/N=C/N2CCCCC2 4-methyl-N-(1-piperidinylmethylene)benzenesulfonamide